C1(CCC1)C=1C=NN2C1N=C(C=C2NC2=CC(=CC(=C2)C)C(F)(F)F)N[C@@H]2CNCCC2 (S)-3-cyclobutyl-N7-(5-methyl-3-trifluoromethylphenyl)-N5-(piperidin-3-yl)pyrazolo[1,5-a]pyrimidine-5,7-diamine